methoxyl-calcium O(C)[Ca]